(R)-1-([1,3]dioxolo[4,5-c]pyridin-4-ylmethyl)-N-(4-cyclopropylphenyl)pyrrolidine-2-carboxamide hydrochloride Cl.O1COC=2C(=NC=CC21)CN2[C@H](CCC2)C(=O)NC2=CC=C(C=C2)C2CC2